CN1C=CC=2C1=C(N=NC2C2=C(C=CC=C2)O)N[C@H]2CN(CCC2)C (R)-2-(1-methyl-7-((1-methylpiperidin-3-yl)amino)-1H-pyrrolo[2,3-d]pyridazin-4-yl)phenol